3-chloro-4-(1-(2-cyclopropylpyrimidin-5-yl)-5-(3,5-dimethylisoxazol-4-yl)-1H-pyrrolo[2,3-b]pyridin-3-yl)-5-isopropoxybenzoic acid ClC=1C=C(C(=O)O)C=C(C1C1=CN(C2=NC=C(C=C21)C=2C(=NOC2C)C)C=2C=NC(=NC2)C2CC2)OC(C)C